BrC1=CC=C(OCC2C3CCC(CO2)O3)C=C1 2-((4-Bromophenoxy)methyl)-3,8-dioxabicyclo[3.2.1]octane